4-(3-chlorophenyl)piperazine-2-carboxamide ClC=1C=C(C=CC1)N1CC(NCC1)C(=O)N